(6R)-17-Amino-12-(2,2-dimethylpropyl)-6-hydroxy-6,15-bis(trifluoromethyl)-19-oxa-3,4,12,18-tetrazatricyclo[12.3.1.12,5]nonadeca-1(18),2,4,14,16-pentaen-13-one NC1=CC(=C2C(N(CCCCC[C@@](C3=NN=C(C1=N2)O3)(C(F)(F)F)O)CC(C)(C)C)=O)C(F)(F)F